copper di(methacrylate) C(C(=C)C)(=O)[O-].C(C(=C)C)(=O)[O-].[Cu+2]